NC(C(CO)(C)NC(=O)C1=C(OC2=C1C=C(C=C2)[C@H]2[C@@H](C2)C2=CC=CC=C2)C)=O N-(1-amino-3-hydroxy-2-methyl-1-oxopropan-2-yl)-2-methyl-5-(trans-2-phenylcyclopropyl)benzofuran-3-carboxamide